N-hydroxyethylethylenediamine OCCNCCN